ClC1=NN(C=N1)C1=C(C=C(C=C1)NC1=NN2C(N(CCC2)C2=CC(=C(C=C2)F)F)=N1)OC N-[4-(3-chloro-1,2,4-triazol-1-yl)-3-methoxy-phenyl]-4-(3,4-difluorophenyl)-6,7-dihydro-5H-[1,2,4]triazolo[1,5-a]pyrimidin-2-amine